1-(2,5-dichlorophenyl)-3-(5-oxo-1-phenylpyrrolidin-3-yl)thiourea ClC1=C(C=C(C=C1)Cl)NC(=S)NC1CN(C(C1)=O)C1=CC=CC=C1